N[C@@H](C(=O)NC1=NC=C(N=C1)OC1=CC=C(C2=C1C1(CC1)CO2)C)CC (2R)-2-amino-N-[5-(7-methyl-spiro[2H-benzofuran-3,1'-cyclopropan]-4-yl)oxypyrazin-2-yl]butanamide